(R)-2-((4-amino-6-(3-methylimidazo[1,5-a]pyridin-6-yl)-1,3,5-triazin-2-yl)amino)-2-(2,3-difluorophenyl)ethan-1-ol pentane-3-yl-2-diazoacetate CCC(CC)C(C(=O)OC[C@@H](C1=C(C(=CC=C1)F)F)NC1=NC(=NC(=N1)N)C=1C=CC=2N(C1)C(=NC2)C)=[N+]=[N-]